Cl.COC(=O)C=1C=C(C=C(C1)Cl)C1=C(C=CC=C1)C[C@H](C(=O)NC)N (R)-2'-(2-amino-3-(methylamino)-3-oxopropyl)-5-chloro-[1,1'-biphenyl]-3-carboxylic acid methyl ester hydrochloride